[Li+].OC(CC(=O)[O-])CCC(=O)O 3-hydroxyadipic acid monolithium salt